C(CCCCCCC\C=C/CCCCCCCC)(=O)C(C(CCCCCCCCC)C(CCCCCCC\C=C/CCCCCCCC)=O)C(OP(OCC(CO)O)(=O)O)C[N+](C)(C)C 1,2-dioleoyl-undecyl-glycero-3-phosphorylcholine